(±)-1-(3-chlorophenyl)-2-[(1,1-dimethylethyl)amino]-1-propanone hydrochloride Cl.ClC=1C=C(C=CC1)C([C@@H](C)NC(C)(C)C)=O |r|